C1(CC1)CN1C(=CC2=C1C(N(C=C2)C)=O)C(=O)OC methyl 1-(cyclopropylmethyl)-6-methyl-7-oxo-6,7-dihydro-1H-pyrrolo[2,3-c]pyridine-2-carboxylate